(2-chlorothieno[3,2-d]pyrimidin-6-yl)methanol 1-benzyl-3-ethyl-4-oxo-5-({[(CIS)-4-phenylcyclohexyl]oxy}methyl)pyrrolidine-1,3-dicarboxylate C(C1=CC=CC=C1)C1N(C(C(C1(C(=O)O)CC)=O)CO[C@@H]1CC[C@@H](CC1)C1=CC=CC=C1)C(=O)OCC1=CC=2N=C(N=CC2S1)Cl